ClC=1C2=C(N=C(N1)C1=CSC=C1)SC(=C2)C 4-chloro-6-methyl-2-(thiophen-3-yl)thieno[2,3-d]pyrimidine